2-[3-(8-Methoxy-1-oxo-3,4-dihydro-2H-isoquinolin-6-yl)imidazo[1,2-a]pyridin-7-yl]-2-methyl-propionitrile COC=1C=C(C=C2CCNC(C12)=O)C1=CN=C2N1C=CC(=C2)C(C#N)(C)C